1-(2-amino-5-chlorophenyl)-2-methylpropan-1-one NC1=C(C=C(C=C1)Cl)C(C(C)C)=O